Isopropyl (1-(5-(3-cyano-6-ethoxypyrazolo[1,5-a]pyridin-4-yl)pyridin-2-yl)-4-(morpholinomethyl)piperidin-4-yl)carbamate C(#N)C=1C=NN2C1C(=CC(=C2)OCC)C=2C=CC(=NC2)N2CCC(CC2)(CN2CCOCC2)NC(OC(C)C)=O